C(C1=CC=CC=C1)C1(CN(CC1)S(=O)(=O)C1=NN(N=C1)C)C=1C=C2C=NN(C2=CC1C)C=1C=NN(C1)C(F)(F)F 5-(3-benzyl-1-((2-methyl-2H-1,2,3-triazol-4-yl)sulfonyl)pyrrolidin-3-yl)-6-methyl-1-(1-(trifluoromethyl)-1H-pyrazol-4-yl)-1H-indazole